decane-2,8-dicarboxylic acid 8-benzyl 2-(tert-butyl) ester C(C)(C)(C)OC(=O)C(C)CCCCCC(CC)C(=O)OCC1=CC=CC=C1